ClC=1N=C(C2=C(N1)C=C(S2)CCl)N2CC1(OCCO1)CC2 7-(2-chloro-6-(chloromethyl)thieno[3,2-d]pyrimidin-4-yl)-1,4-dioxa-7-azaspiro[4.4]nonane